N-((5,6,7,8-tetrahydro-[1,2,4]triazolo[4,3-a]pyridin-3-yl)methyl)benzo[d][1,3]dioxol-5-amine N=1N=C(N2C1CCCC2)CNC2=CC1=C(OCO1)C=C2